2-(2-methylmorpholin-4-yl)ethane-1-amine CC1CN(CCO1)CCN